(S)-1-(1,4-dibromo-5,6,7,8-tetrahydroisoquinolin-3-yl)-2-(3,5-difluorophenyl)ethylamine hydrochloride salt Cl.BrC1=NC(=C(C=2CCCCC12)Br)[C@H](CC1=CC(=CC(=C1)F)F)N